2'-(difluoromethyl)-6-(hydrazinocarbonyl)-5'-methoxy-[4,4'-bipyridine]-3-carboxylic acid tert-butyl ester C(C)(C)(C)OC(=O)C=1C=NC(=CC1C1=CC(=NC=C1OC)C(F)F)C(=O)NN